O[C@@]1([C@@H](CC[C@H](C1)C)C(C)C)C(=O)NCC1CCC2=CC(=CC=C12)OC (1s,2s,5r)-1-hydroxy-2-isopropyl-N-[(5-methoxyindan-1-yl)methyl]-5-methyl-cyclohexanecarboxamide